C12(OC3CC(CC(C1)C3)C2)CN2N=NC(=C2C)[Sn](CCCC)(CCCC)CCCC 1-(2-oxatricyclo[3.3.1.13,7]dec-1-ylmethyl)-5-methyl-4-(tributylstannyl)-1H-1,2,3-triazole